(E)-6-(2-((3-(6-aminopyridin-3-yl)acrylamido)methyl)-7-chlorobenzofuran-5-yl)nicotinic acid NC1=CC=C(C=N1)/C=C/C(=O)NCC=1OC2=C(C1)C=C(C=C2Cl)C2=NC=C(C(=O)O)C=C2